4-(2-(6-(Difluoromethyl)imidazo[1,2-a]pyrazin-3-yl)pyrimidin-4-yl)-2,6-dimethylmorpholine FC(C=1N=CC=2N(C1)C(=CN2)C2=NC=CC(=N2)N2CC(OC(C2)C)C)F